NC=1N=CC(=NC1OC=1C=NN(C1)C1CCN(CC1)C)C=1C=C(C=C(C1)C)C1(CCCC1)O 1-(3-(5-amino-6-((1-(1-methylpiperidin-4-yl)-1H-pyrazol-4-yl)oxy)pyrazin-2-yl)-5-methylphenyl)cyclopentan-1-ol